C(CCC(=O)C)(=O)SCCNC(CCNC([C@@H](C(COP(OP(OC[C@@H]1[C@H]([C@H]([C@@H](O1)N1C=NC=2C(N)=NC=NC12)O)OP(=O)(O)O)(=O)O)(=O)O)(C)C)O)=O)=O levulinyl-CoA